1-methyl-N1-(2-Pyrrolidin-1-yl-ethyl)-benzene-1,4-diamine CC1(CC=C(C=C1)N)NCCN1CCCC1